[4-[2-bromo-5-(2-trimethylsilylethoxymethyl)pyrrolo[2,3-b]pyrazin-7-yl]-3,6-dihydro-2H-pyridin-1-yl]-[2-nitro-4-(trifluoromethoxy)phenyl]methanone BrC=1N=C2C(=NC1)N(C=C2C=2CCN(CC2)C(=O)C2=C(C=C(C=C2)OC(F)(F)F)[N+](=O)[O-])COCC[Si](C)(C)C